C(#N)C=1C=C(C=C(C1)F)C(C)=N[S@](=O)C(C)(C)C (R)-N-(1-(3-cyano-5-fluorophenyl)ethylidene)-2-methylpropane-2-sulfinamide